NCC1=NNC(C2=CC=C(C=C12)C1=CN=CN1)=O 4-(aminomethyl)-6-(1H-imidazol-5-yl)-phthalazin-1(2H)-one